1-(4-Methoxyphenyl)dihydropyrimidine-2,4(1H,3H)-dione COC1=CC=C(C=C1)N1C(NC(CC1)=O)=O